6-((1-(Cyclopropylsulfonyl)cyclopropyl)methyl)-1-methyl-7-oxo-4,5,6,7-tetrahydro-1H-pyrazolo[3,4-c]pyridine-3-carbonitrile C1(CC1)S(=O)(=O)C1(CC1)CN1C(C2=C(CC1)C(=NN2C)C#N)=O